L-alanine-tert.-butylester C(C)(C)(C)OC([C@@H](N)C)=O